4-(2-((2R)-2-(2-isopropylphenyl)-4-((4-methoxybicyclo[4.2.0]octa-1,3,5-trien-7-yl)methyl)piperazin-1-yl)-7-azaspiro[3.5]nonan-7-yl)benzamide C(C)(C)C1=C(C=CC=C1)[C@H]1N(CCN(C1)CC1C2=CC(=CC=C2C1)OC)C1CC2(C1)CCN(CC2)C2=CC=C(C(=O)N)C=C2